(R)-1-(3-chloro-4-methylphenyl)-N-(3-cyclopropyl-2H-pyrazol-5-yl)-5-oxopyrrolidine-3-carboxamide ClC=1C=C(C=CC1C)N1C[C@@H](CC1=O)C(=O)NC=1C=C(NN1)C1CC1